NC(CCC(C=1OC(=NN1)C(C(C)O)N)NC(=O)NC(C(=O)O)CO)=O 2-[[4-amino-1-[5-(1-amino-2-hydroxypropyl)-1,3,4-oxadiazol-2-yl]-4-oxobutyl]carbamoylamino]-3-hydroxypropanoic acid